L-β-p-hydroxyphenylalanine OC1=CC=C(C=C1)C[C@H](N)C(=O)O